C(N)(=O)C1=NN(C(=C1)C)C=1C=C2C=CN(C2=CC1)CC1=CC=C(C=C1)C1=CCN(CC1)C(=O)OC(C)(C)C tert-butyl 4-(4-((5-(3-carbamoyl-5-methyl-1H-pyrazol-1-yl)-1H-indol-1-yl) methyl) phenyl)-5,6-dihydropyridine-1(2H)-carboxylate